Cl.ClC1=C(C=C(C(=C1F)S(N(C1=NC=NS1)CC1=C(C=C(C=C1)OC)OC)(=O)=O)F)N([C@@H]1CN(CC1)C(=O)OC(C)(C)C)C (S)-tert-butyl 3-((2-chloro-4-(N-(2,4-dimethoxybenzyl)-N-(1,2,4-thiadiazol-5-yl)sulfamoyl)-3,5-difluorophenyl)(methyl)amino)pyrrolidine-1-carboxylate hydrochloride salt